4,5-dihydro-7H-thieno[2,3-c]pyran-7-yl-N-methyl-methylamine S1C=CC2=C1C(OCC2)N(C)C